FC1=C(C=CC(=C1)OCCOC([2H])([2H])[2H])N1CCN(CC1)CCNC 2-[4-(2-fluoro-4-{2-[(2H3)methyloxy]ethoxy}phenyl)piperazin-1-yl]-N-methylethanamine